tert-Butyl (3S)-3-(3-amino-4-chlorophenyl)-3-cyclopropylpropanoate NC=1C=C(C=CC1Cl)[C@@H](CC(=O)OC(C)(C)C)C1CC1